2-allyl-1-(6-(3-hydroxyoxetan-3-yl)pyridine-2-yl)-6-(methylthio)-1,2-dihydro-3H-pyrazolo[3,4-d]pyrimidin-3-one C(C=C)N1N(C2=NC(=NC=C2C1=O)SC)C1=NC(=CC=C1)C1(COC1)O